OCCNC(C([C@H](C[C@H]1C(NCC1)=O)NC(=O)[C@H]1N(C[C@H]2[C@@H]1CCC2)C(=O)C=2NC1=CC=CC(=C1C2)OC)=O)=O (1S,3aR,6aS)-N-((S)-4-((2-hydroxyethyl)amino)-3,4-dioxo-1-((S)-2-oxopyrrolidin-3-yl)butan-2-yl)-2-(4-methoxy-1H-indole-2-carbonyl)octahydrocyclopenta[c]pyrrole-1-carboxamide